[Fe-3](C#N)(C#N)(C#N)(C#N)(C#N)C#N.[Zn+2].[Fe+2] iron zinc ferricyanide